FC=1C=CC=C2C=CC(CC12)(O)C1=CC=2N=C(N=C(C2C=N1)NC=1C=NN(C1)C1=CC=NC=C1)OC[C@]12CCCN2C[C@@H](C1)F 8-fluoro-2-(((2R,7aS)-2-fluorohexahydro-1H-pyrrolizin-7a-yl)methoxy-4-((1-(pyridin-4-yl)-1H-pyrazol-4-yl)amino)pyrido[4,3-d]pyrimidin-7-yl)naphthalen-2-ol